sodium phosphonic acid salt P([O-])([O-])=O.[Na+].[Na+]